C(CCC)OCC1CO1 n-Butylglycidylether